1-(2-hydroxyethyl)-3-methylimidazolium tetrafluoroBorate F[B-](F)(F)F.OCCN1C=[N+](C=C1)C